(3ar,5s,6as)-5-((R)-2,2-dimethyl-1,3-dioxol-4-yl)-2,2-dimethyldihydrofuro[2,3-d][1,3]dioxol-6(3aH)-one CC1(OC=C(O1)[C@H]1C([C@@H]2[C@@H](OC(O2)(C)C)O1)=O)C